(3-(2-aminoethoxy)phenyl)(5-((4-(4-chlorothiazol-2-yl)piperazin-1-yl)sulfonyl)indolin-1-yl)methanone NCCOC=1C=C(C=CC1)C(=O)N1CCC2=CC(=CC=C12)S(=O)(=O)N1CCN(CC1)C=1SC=C(N1)Cl